C(C)(=O)[O-].[NH4+].[NH4+].C(=S)[O-].[Sr] strontium thioformate diammonium acetate